4,4,5,5,5-pentafluoro-3-oxopentanenitrile FC(C(CC#N)=O)(C(F)(F)F)F